C12C(CC(C=C1)C2)C(=O)O Bicyclo[2.2.1]hept-5-ene-2-carboxylic acid